2-{3-[(4as,7as)-octahydro-6H-pyrrolo[3,4-b]pyridin-6-yl]-1,2,4-triazin-6-yl}-5-(1H-pyrazol-4-yl)phenol dihydrochloride Cl.Cl.N1[C@H]2[C@@H](CCC1)CN(C2)C=2N=NC(=CN2)C2=C(C=C(C=C2)C=2C=NNC2)O